8,9-Dichloro-3-methyl-[1,2,4]triazolo[3,4-a]phthalazine ClC=1C=C2C=NN3C(C2=CC1Cl)=NN=C3C